OC=1C(=C(C(=CC1C)O)S(=O)(=O)O)C 3,6-dihydroxy-2,4-dimethylbenzenesulfonic acid